N-(4-(((R)-1-Hydroxy-4-methylpentan-2-yl)amino)-6-(2-(6-(2-hydroxyethyl)pyridin-3-yl)propyl)-1,3,5-triazin-2-yl)methanesulfonamide OC[C@@H](CC(C)C)NC1=NC(=NC(=N1)CC(C)C=1C=NC(=CC1)CCO)NS(=O)(=O)C